CNC1=C(C(=O)OC)C=CC(=C1)NC methyl N,N'-dimethyl-2,4-diaminobenzoate